N-(β-aminoethyl)-aminopropylmethyl-dimethoxysilane NCCNCCC[Si](OC)(OC)C